L-Lysine ((((1'R,2'R)-6-hydroxy-5'-methyl-4-pentyl-2'-(prop-1-en-2-yl)-1',2',3',4'-tetrahydro-[1,1'-biphenyl]-2-yl)oxy)carbonyl)glycinate OC1=CC(=CC(=C1[C@H]1[C@@H](CCC(=C1)C)C(=C)C)OC(=O)NCC(=O)O)CCCCC.N[C@@H](CCCCN)C(=O)O